Oxalaldehyd C(C=O)=O